FC=1N=C(SC1CN1C[C@H](CC1)CC1=NC=C(C=N1)F)NC(C)=O (R)-N-(4-fluoro-5-((3-((5-fluoropyrimidin-2-yl)methyl)pyrrolidin-1-yl)methyl)thiazol-2-yl)acetamide